4-(2-amino-5-fluoronicotinyl)-5-bromopyrimidin NC1=C(CC2=NC=NC=C2Br)C=C(C=N1)F